Cl.COC1CCC(CC1)N (1r,4r)-4-methoxycyclohexane-1-amine hydrochloride